4-fluoro-1-methyl-2-(4-(methylsulfonyl)phenyl)-6-(1'-(tetrahydro-2H-pyran-4-yl)-[1,4'-bipiperidin]-4-yl)-1H-benzo[d]imidazole FC1=CC(=CC=2N(C(=NC21)C2=CC=C(C=C2)S(=O)(=O)C)C)C2CCN(CC2)C2CCN(CC2)C2CCOCC2